FC(C(=O)O)(F)F.N[C@H](C#N)C (S)-2-aminopropionitrile trifluoroacetate